4-Cyano-N-[(2S)-5-[[(2S)-2-(4-fluorophenyl)cyclopropyl](prop-2-en-1-yl)amino]-1-oxo-1-[4-(1H-1,2,4-triazol-4-yl)piperidin-1-yl]pentan-2-yl]benzamide C(#N)C1=CC=C(C(=O)N[C@H](C(N2CCC(CC2)N2C=NNC2)=O)CCCN(CC=C)C2[C@@H](C2)C2=CC=C(C=C2)F)C=C1